(1S,3S)-3-((2-methyl-6-(3-methyl-4-(((((R)-1-phenylethyl)carbamoyl)oxy)methyl)isoxazol-5-yl)pyridin-3-yl)oxy)cyclohexane-1-carboxylic acid CC1=NC(=CC=C1O[C@@H]1C[C@H](CCC1)C(=O)O)C1=C(C(=NO1)C)COC(N[C@H](C)C1=CC=CC=C1)=O